1-(3-((3-(4-cyclohexylphenyl)-1H-indazol-1-yl)methyl)pyrrolidin-1-yl)prop-2-en-1-one C1(CCCCC1)C1=CC=C(C=C1)C1=NN(C2=CC=CC=C12)CC1CN(CC1)C(C=C)=O